(S)-2-(4-(3-(6-Methylpyridin-3-yl)isoxazolidine-2-carbonyl)piperidin-1-yl)pyrimidine-4-carbonitrile CC1=CC=C(C=N1)[C@H]1N(OCC1)C(=O)C1CCN(CC1)C1=NC=CC(=N1)C#N